3-bromo-1-[(4-methoxyphenyl)methyl]pyrazole BrC1=NN(C=C1)CC1=CC=C(C=C1)OC